CC1(CCC=2C(=NNC2C1)C=1NC2=CC(=CC=C2C1)C(=O)N1CCN(CC1)CC1CCN(CC1)C1=CC(=C(C=C1)C1C(NC(CC1)=O)=O)C)C 3-(4-(4-((4-(2-(6,6-dimethyl-4,5,6,7-tetrahydro-1H-indazol-3-yl)-1H-indole-6-carbonyl)piperazin-1-yl)methyl)piperidin-1-yl)-2-methylphenyl)piperidine-2,6-dione